(2S,3R)-2,4-dibromo-3-hydroxybutyric acid methyl ester COC([C@H]([C@@H](CBr)O)Br)=O